(2S)-3-{3-[(2,2-Difluoro-1,3-benzodioxol-5-yl)methoxy]phenyl}-2-[(3R)-pyrrolidin-3-yl]propanoic acid hydrochloride Cl.FC1(OC2=C(O1)C=CC(=C2)COC=2C=C(C=CC2)C[C@H](C(=O)O)[C@@H]2CNCC2)F